FCS(=O)(=O)N[C@@H]1[C@@H](NCC12CC2)CC=2C(=C(C=CC2)C2=CC(=CC(=C2)F)F)F 1-fluoro-N-((6s,7s)-6-((2,3',5'-trifluoro-[1,1'-biphenyl]-3-yl)methyl)-5-azaspiro[2.4]heptan-7-yl)methanesulfonamide